diethyl-(2,4,6-tri-tert-butylphenyl)phosphine C(C)P(C1=C(C=C(C=C1C(C)(C)C)C(C)(C)C)C(C)(C)C)CC